2-(4-(4-(2-fluoropropan-2-yl)phenyl)-2-(perfluoroethyl)imidazo[1,2-a][1,8]naphthyridin-8-yl)-1,3,4-oxadiazole FC(C)(C)C1=CC=C(C=C1)C=1C=2C=CC=3N(C2N=C(C1)C(C(F)(F)F)(F)F)C=C(N3)C=3OC=NN3